NN1C(=NC(=C1C(=O)N)C1=CC=C(C=C1)C(NC1=NC=CC(=C1)C)=O)[C@H]1N(CCC1)C(C#C)=O (S)-1-Amino-4-(4-((4-methylpyridin-2-yl)carbamoyl)phenyl)-2-(1-propioloylpyrrolidin-2-yl)-1H-imidazol-5-carboxamid